(2-chloro-4-fluoro-3-iodophenyl)((3-fluoroazetidin-1-yl)sulfonyl)carbamic acid tert-butyl ester C(C)(C)(C)OC(N(S(=O)(=O)N1CC(C1)F)C1=C(C(=C(C=C1)F)I)Cl)=O